C1(CC1)N1C(C2=CC(=CC=C2C1)OC=1C=C2C(CCOC2=CC1[N+](=O)[O-])O)=O 2-cyclopropyl-6-((4-hydroxy-7-nitrochroman-6-yl)oxy)isoindolin-1-one